2,3,5,6-Tetrahydro-1H,4H-1,3a,6,8-tetraazaphenalene N1CCN2CCNC3=CN=CC1=C23